N1(CCCN(CCCN(CCC1)CC=1C(=C(C(=O)N)C=C(C1)C)O)CC=1C(=C(C(=O)N)C=C(C1)C)O)CC=1C(=C(C(=O)N)C=C(C1)C)O 3,3',3''-[1,5,9-triazacyclododecane-1,5,9-triyltris(methylene)]tris(2-hydroxy-5-methyl-benzamide)